2-((5-chloro-1H-benzo[d]imidazol-2-yl)amino)-1-methyl-1H-benzo[d]imidazole-5-carboxylic acid ethyl ester C(C)OC(=O)C1=CC2=C(N(C(=N2)NC2=NC3=C(N2)C=CC(=C3)Cl)C)C=C1